S(=O)(=O)(O)C1=C(C(=C(C(=C1F)F)O)F)F 4-sulpho-2,3,5,6-tetrafluorophenol